CC(CCCNCCCCCCCCCCCCN)C N-(4-methylpentyl)dodecane-1,12-diamine